ClC1=C(C=CC=C1Cl)N1C(=NC(=C(C1=O)CC)O)C 3-(2,3-dichlorophenyl)-5-ethyl-6-hydroxy-2-methyl-3,4-dihydro-pyrimidin-4-one